CC(C)[NH3+] (propan-2-yl)azanium